(N-(3-(4-oxo-3,4-dihydrophthalazin-1-yl)phenyl)sulfamoyl)carbamic acid tert-butyl ester C(C)(C)(C)OC(NS(NC1=CC(=CC=C1)C1=NNC(C2=CC=CC=C12)=O)(=O)=O)=O